bis(5-aminomethyl-tetrahydrofuran-2-yl)methane methyl-2-(2-{[7-(5-methyl-1,2,4-oxadiazol-3-yl)isoquinolin-1-yl]amino}ethyl)-3H-imidazo[4,5-b]pyridine-6-carboxylate COC(=O)C=1C=C2C(=NC1)NC(=N2)CCNC2=NC=CC1=CC=C(C=C21)C2=NOC(=N2)C.NCC2CCC(O2)CC2OC(CC2)CN